4-({5-[(4-chlorophenyl)mercapto]-4-methylpyridin-3-yl}methyl)-3-fluoropyridin-2-amine ClC1=CC=C(C=C1)SC=1C(=C(C=NC1)CC1=C(C(=NC=C1)N)F)C